N[C@H](C(=O)O)CCP(=O)(C)O (2S)-2-amino-4-(hydroxy(methyl)phosphinyl)butanoic acid